C(C)(C)C1=CC(=C(C=C1)N1C(NC2C(SC=3N=CC=C1C32)C(=O)O)=O)C 5-(4-isopropyl-2-methylphenyl)-4-oxo-4,5-dihydro-3H-1-thia-3,5,8-triazaAcenaphthene-2-carboxylic acid